6-[5-Methyl-1-(4-piperidyl)triazol-4-yl]-4-[1-(1-methylpyrrolo[2,3-c]pyridin-4-yl)ethoxy]pyrazolo[1,5-a]pyridine-3-carbonitrile CC1=C(N=NN1C1CCNCC1)C=1C=C(C=2N(C1)N=CC2C#N)OC(C)C2=C1C(=CN=C2)N(C=C1)C